(E)-5-(4-(1,3-dioxoisoindolin-2-yl)butyl)furan-2-carbaldehyde oxime O=C1N(C(C2=CC=CC=C12)=O)CCCCC1=CC=C(O1)/C=N/O